(S)-7-((3-amino-5-(4-amino-2-oxa-8-azaspiro[4.5]decan-8-yl)pyrazin-2-yl)thio)-8-chloro-3,4-dihydroquinolin-2(1H)-one NC=1C(=NC=C(N1)N1CCC2([C@@H](COC2)N)CC1)SC1=CC=C2CCC(NC2=C1Cl)=O